1-[1-[(2-bromophenyl)methyl]-4-(cyanomethyl)-4-piperidyl]-3-(cyclopropanecarbonylamino)pyrazole-4-carboxamide BrC1=C(C=CC=C1)CN1CCC(CC1)(CC#N)N1N=C(C(=C1)C(=O)N)NC(=O)C1CC1